O=C1NCC(CC1N1C(C2=CC=CC(=C2C1=O)OCC1=CC=C(C=C1)CN1CCOCC1)=O)=O 2-(2,5-dioxopiperidin-3-yl)-4-((4-(morpholinomethyl)benzyl)oxy)isoindoline-1,3-dione